C1=CC=CC=2C3=CC=CC=C3C(C12)COC(=O)N([C@H](C(=O)O)CC1=CC(=CC=C1)OC)C (2S)-2-[9H-fluoren-9-ylmethoxycarbonyl-(methyl)amino]-3-(3-methoxyphenyl)propanoic acid